BrC=1SC2=C(N1)C=C1C(=C2)OCO1 6-bromo-[1,3]dioxolo[4',5':4,5]benzo[1,2-d]thiazole